(S)-2-amino-4-methylpent-4-enoate hydrochloride Cl.N[C@H](C(=O)O)CC(=C)C